7-((2-((4-((1R,5S)-3,8-diazabicyclo[3.2.1]octan-3-yl)-2-(difluoromethoxy)phenyl)amino)-5-chloropyrimidin-4-yl)amino)isoindolin-1-one [C@H]12CN(C[C@H](CC1)N2)C2=CC(=C(C=C2)NC2=NC=C(C(=N2)NC=2C=CC=C1CNC(C21)=O)Cl)OC(F)F